COC1=CC=C(C=C1)C(OC[C@@H]1[C@@H](C[C@@H](O1)N1C=2N=CNC(C2NC1=O)=O)O)(C1=CC=CC=C1)C1=CC=C(C=C1)OC 9-[(2R,4R,5R)-5-[[bis(4-methoxyphenyl)-phenyl-methoxy]methyl]-4-hydroxy-tetrahydrofuran-2-yl]-1,7-dihydropurine-6,8-dione